N-(3,4-dimethoxyphenethyl)-5-(1-methyl-1H-pyrazol-4-yl)benzo[b]thiophene-3-carboxamide 1,1-dioxide COC=1C=C(CCNC(=O)C=2C3=C(S(C2)(=O)=O)C=CC(=C3)C=3C=NN(C3)C)C=CC1OC